C1(CC1)C=1N=CC(=NC1)CNC(OC(C)(C)C)=O tert-butyl ((5-cyclopropylpyrazin-2-yl)methyl)carbamate